isobutyl-1,1,3,3,3-penta-hydroxy-1,3-disilapropane C(C(C)C)[Si](C[Si](O)(O)O)(O)O